(Z)-2-fluoro-3-(7-fluoro-1H-indazol-6-yl)-N-(6-(methoxy-d3)-2,4-dimethylpyridin-3-yl)acrylamide F\C(\C(=O)NC=1C(=NC(=CC1C)OC([2H])([2H])[2H])C)=C/C1=CC=C2C=NNC2=C1F